1-(4-methoxyphenyl)-2-(4-(3-methoxyphenyl)-1H-1,2,3-triazol-1-yl)ethan-1-one COC1=CC=C(C=C1)C(CN1N=NC(=C1)C1=CC(=CC=C1)OC)=O